diamyl phthalate C(C=1C(C(=O)OCCCCC)=CC=CC1)(=O)OCCCCC